bis-nonyl-dimethyl-ammonium chloride [Cl-].C(CCCCCCCC)[N+](C)(C)CCCCCCCCC